5-(2-((S)-1-(tert-butoxycarbonyl)pyrrolidin-2-yl)-3,5-bis(ethoxycarbonyl)-6-(4-fluorophenethyl)-1,4-dihydropyridin-4-yl)thiophene-2-carboxylic acid C(C)(C)(C)OC(=O)N1[C@@H](CCC1)C=1NC(=C(C(C1C(=O)OCC)C1=CC=C(S1)C(=O)O)C(=O)OCC)CCC1=CC=C(C=C1)F